(5-phenylthiazol-2-yl)amine C1(=CC=CC=C1)C1=CN=C(S1)N